diethylaminomethyl-coumarin C(C)N(CC)CC=1C(OC2=CC=CC=C2C1)=O